C1(CC1)COC1=C(C=C2CN(C(C2=C1)=O)C[C@H](C(C)(C)O)F)NC(=O)C=1C=NN2C1N=CC=C2 (R)-N-(6-(cyclopropylmethoxy)-2-(2-fluoro-3-hydroxy-3-methylbutyl)-1-oxoisoindolin-5-yl)pyrazolo[1,5-a]pyrimidine-3-carboxamide